ClC1=CC(OC2=CC(=CC=C12)N(CC)CC)=O 4-chloro-7-(diethylamino)-2-oxo-2H-chromene